N-(2,4,5-Trichlorophenyl)Salicylanilide ClC1=C(C=C(C(=C1)Cl)Cl)N(C1=CC=CC=C1)C(C=1C(O)=CC=CC1)=O